C1(CC1)C=1C(=C2C(C(N(C2=CC1)CC(=O)NC(C(CC(=O)OC(C)(C)C)C)C)=O)(C)C)F tert-butyl 4-(2-(5-cyclopropyl-4-fluoro-3,3-dimethyl-2-oxoindolin-1-yl) acetamido)-3-methylpentanoate